FC1(CCN(CC1)S(=O)(=O)C1=C(C=C(C=C1)C(C)C)C1=C(C=CC=C1)C)C(=O)N[C@H](C)\C=C/S(=O)(=O)C (R,Z)-4-fluoro-1-((5-isopropyl-2'-methyl-[1,1'-biphenyl]-2-yl)sulfonyl)-N-(4-(methylsulfonyl)but-3-en-2-yl)piperidine-4-carboxamide